CN1N=CC(=C1)C=1C=C2C=C(N=CC2=CC1)NC(=O)C1CCN(CC1)CC=1OC=CN1 N-(6-(1-methyl-1H-pyrazol-4-yl)isoquinolin-3-yl)-1-(oxazol-2-ylmethyl)piperidine-4-carboxamide